tert-Butyl 10-hydroxy-10-((2-oxo-4-phenylpiperazin-1-yl)methyl)-7-azaspiro[4.5]decane-7-carboxylate OC1(CCN(CC12CCCC2)C(=O)OC(C)(C)C)CN2C(CN(CC2)C2=CC=CC=C2)=O